OCCNC1=C(C=C(C=C1)C)[N+](=O)[O-] 4-[(2-Hydroxyethyl)amino]-3-nitro-1-methylbenzene